6-(4-(8-methoxy-3,4-dihydrobenzofuro[2,3-c]pyridin-2(1H)-yl)butoxy)indole COC1=CC=CC2=C1OC=1CN(CCC12)CCCCOC1=CC=C2C=CNC2=C1